(((3S,5R)-3,5-dimethylpiperazin-1-yl)methyl)-5-formyl-1-isopropyl-1H-pyrrolo[3,2-b]pyridine-3-carboxamide C[C@H]1CN(C[C@H](N1)C)CC1=C(C2=NC(=CC=C2N1C(C)C)C=O)C(=O)N